4-chloro-2-(3-((3,5-dimethoxybenzyl)oxy)phenyl)-1H-pyrrolo[2,3-b]pyridine ClC1=C2C(=NC=C1)NC(=C2)C2=CC(=CC=C2)OCC2=CC(=CC(=C2)OC)OC